5-octenylmethyldimethoxysilane C(CCCC=CCC)[Si](OC)(OC)C